N-(3-fluorobenzyl)-2-[(3R)-3-methyl[1,4'-bipiperidin]-1'-yl]-1,3-thiazole-5-carboxamide FC=1C=C(CNC(=O)C2=CN=C(S2)N2CCC(CC2)N2C[C@@H](CCC2)C)C=CC1